3-(8-(4-Chlorophenyl)-2-imino-3-methyl-2,3-dihydro-1H-imidazo[4,5-c]quinolin-1-yl)-2-methylbenzonitrile ClC1=CC=C(C=C1)C1=CC=2C3=C(C=NC2C=C1)N(C(N3C=3C(=C(C#N)C=CC3)C)=N)C